(3,5-dimethyl-4-nitryloxyphenoxy)triazine CC=1C=C(OC2=NN=NC=C2)C=C(C1O[N+](=O)[O-])C